ClC1=CC=C(OCC2CN(CC2)C(=O)OC(C)(C)C)C=C1 tert-Butyl 3-[(4-chlorophenoxy)methyl]pyrrolidine-1-carboxylate